7-fluoro-1H-indazole FC=1C=CC=C2C=NNC12